tert-Butyl (3S)-3-methyl-6-[2-[(3R)-1-methylpyrrolidin-3-yl]indazol-5-yl]-3,4-dihydro-2H-pyridine-1-carboxylate C[C@@H]1CN(C(=CC1)C1=CC2=CN(N=C2C=C1)[C@H]1CN(CC1)C)C(=O)OC(C)(C)C